(R)-2-(1-((2,2-dimethyl-1,3-dioxacyclopentane-4-yl)methyl)-6-fluoro-5-nitro-1H-indol-2-yl)-2-methylpropanoic acid benzyl ester C(C1=CC=CC=C1)OC(C(C)(C)C=1N(C2=CC(=C(C=C2C1)[N+](=O)[O-])F)C[C@H]1OC(OC1)(C)C)=O